8-(4-(methylsulfonyl)phenylsulphonyl)-1-oxa-8-azaspiro[4.5]decan CS(=O)(=O)C1=CC=C(C=C1)S(=O)(=O)N1CCC2(CCCO2)CC1